6-(4-((2R)-4-(3-oxo-4-(trifluoromethyl)-3,5,6,7-tetrahydro-2H-cyclopenta[c]pyridazin-7-yl)morpholin-2-carbonyl)piperazin-1-yl)nicotinonitrile O=C1C(=C2C(=NN1)C(CC2)N2C[C@@H](OCC2)C(=O)N2CCN(CC2)C2=NC=C(C#N)C=C2)C(F)(F)F